(2R)-morpholin-2-amine N1C[C@@H](OCC1)N